COC(N[C@H](C(=O)NC=1C(N(C=CC1)CC1=NC2=C(N1)C=CC=C2CC2CC2)=O)CC\C=C\C(=O)N)=O Methyl-(S,E)-(7-amino-1-((1-((4-(cyclopropylmethyl)-1H-benzo[d]imidazol-2-yl)methyl)-2-oxo-1,2-dihydropyridin-3-yl)amino)-1,7-dioxohept-5-en-2-yl)carbamat